O[C@@H]1C[C@H](CC1)N1C(N(CC=2C1=NC(=NC2)NC2=CC=CC=C2)C2=CC=C(C=C2)OC)=O (-)-(1S,3S)-1-(3-Hydroxy-cyclopentyl)-3-(4-methoxy-phenyl)-7-phenylamino-3,4-dihydro-1H-pyrimido[4,5-d]pyrimidin-2-one